COC1=C(C(=CC=C1)OC)C1=CC(=NN1CC(C)C)C(=O)N[C@H](CC(=O)N(CCC)C)CC(C)C (3S)-3-{[5-(2,6-dimethoxyphenyl)-1-(2-methylpropyl)-1H-pyrazol-3-yl]formamido}-N,5-dimethyl-N-propylhexanamide